N-(5-(4-(4-(azetidin-1-ylmethyl)-3-phenyl-1H-pyrazol-1-yl)pyrimidin-2-ylamino)-4-methoxy-2-morpholinophenyl)acrylamide N1(CCC1)CC=1C(=NN(C1)C1=NC(=NC=C1)NC=1C(=CC(=C(C1)NC(C=C)=O)N1CCOCC1)OC)C1=CC=CC=C1